2-methyl-1-[(methylthio)phenyl]-2-morpholinopropane-1-one CC(C(=O)C1=C(C=CC=C1)SC)(C)N1CCOCC1